COC=1C=C(C=C(C1)OC)NC=1C=C2N=C(C=NC2=CC1)C=1C=NN(C1)[C@H]1CNCC1 (R)-N-(3,5-dimethoxy-phenyl)-3-(1-(pyrrolidin-3-yl)-1H-pyrazol-4-yl)-quinoxalin-6-amine